BrC1=CC=C2C(=C(N(C2=C1)CC(C(=O)N)(C)C)C1=CC=CC=C1)C(CCC1=CC=CC=C1)=O 3-(6-Bromo-2-phenyl-3-(3-phenylpropanoyl)-1H-indol-1-yl)-2,2-dimethylpropanamide